6-[[2-(3-chloro-2-pyridyl)-5-(difluoromethyl)pyrazole-3-carbonyl]amino]-5-methyl-1H-indazole-7-carboxamide ClC=1C(=NC=CC1)N1N=C(C=C1C(=O)NC1=C(C=C2C=NNC2=C1C(=O)N)C)C(F)F